CN1N=NC(=C1)C(=O)O.FC=1C(=NC(=NC1)NC1=CC(=C(C=C1)F)CS(=O)(=O)C)C=1C=C2C(NC(C2=CC1)=O)(C)C 5-(5-Fluoro-2-((4-fluoro-3-((methylsulfonyl)methyl)phenyl)amino)pyrimidin-4-yl)-3,3-dimethyl-Isoindolin-1-one methyl-1H-1,2,3-triazole-4-carboxylate